N-(tert-butoxycarbonyl)-S-(2,5-dioxopyrrolidin-1-yl)-L-cysteine methyl ester COC([C@@H](NC(=O)OC(C)(C)C)CSN1C(CCC1=O)=O)=O